tin hexadecane CCCCCCCCCCCCCCCC.[Sn]